2-[6-(tert-Butoxycarbonylamino)pyridazin-4-yl]-4,4-Difluorobutyric acid methyl ester COC(C(CC(F)F)C1=CN=NC(=C1)NC(=O)OC(C)(C)C)=O